ammonium perchlorate salt Cl(=O)(=O)(=O)[O-].[NH4+]